(E)-6-(4-(2-Fluoro-5-((4-oxo-7-(4,4,4-trifluorobut-2-en-2-yl)-3,4-dihydrophthalazin-1-yl)methyl)benzoyl)piperazin-1-yl)nicotinonitrile FC1=C(C(=O)N2CCN(CC2)C2=NC=C(C#N)C=C2)C=C(C=C1)CC1=NNC(C2=CC=C(C=C12)\C(\C)=C\C(F)(F)F)=O